3-(4-fluoro-2-methyl-1-(1-methylpiperidin-4-yl)-1H-benzo[d]imidazol-6-yl)-N-(3-(4-methylpiperazin-1-yl)phenyl)-1H-pyrrolo[2,3-b]pyridin-6-amine FC1=CC(=CC=2N(C(=NC21)C)C2CCN(CC2)C)C2=CNC1=NC(=CC=C12)NC1=CC(=CC=C1)N1CCN(CC1)C